3-(3-(7-Chloro-1,6-naphthyridin-5-yl)-3,8-diazabicyclo[3.2.1]octane-8-yl)propionitrile ClC1=NC(=C2C=CC=NC2=C1)N1CC2CCC(C1)N2CCC#N